BrC=1C=C2C(=NC=NC2=C(C1)C(F)(F)F)N([C@@H](C)C1=NC=NN1C1=CC=C(C=N1)C#N)C 6-[5-[(1S)-1-[[6-bromo-8-(trifluoromethyl)quinazolin-4-yl]-methyl-amino]ethyl]-1,2,4-triazol-1-yl]pyridine-3-carbonitrile